FC1=C(C=CC=C1OC)/C=C/CCC(=O)OCC (E)-ethyl 5-(2-fluoro-3-methoxyphenyl)pent-4-enoate